tert-Butyl (2S,5R)-4-(5-chloropicolinoyl)-2,5-dimethylpiperazine-1-carboxylate ClC=1C=CC(=NC1)C(=O)N1C[C@@H](N(C[C@H]1C)C(=O)OC(C)(C)C)C